C1(CCCC1)S(=O)(=O)C=1C=C(C=CC1)NC(C1=C(N=C(C=C1)NC(CO)CO)N1CCC2(CC2)CC1)=O N-(3-(cyclopentylsulfonyl)phenyl)-6-((1,3-dihydroxypropan-2-yl)amino)-2-(6-azaspiro[2.5]octan-6-yl)nicotinamide